N1N=CNC1=S 1H-1,2,4-triazole-5(4H)-thione